2-chloro-1,3-di(methoxycarbonyl)guanidine ClN=C(NC(=O)OC)NC(=O)OC